C(C=C)(=O)O.C(C=C)(=O)O.C(C(=C)CC(=O)O)(=O)O itaconic acid diacrylate